CN1C(=C(C=2C1=NC=CN2)C(=O)O)C2=CC=CC=C2 5-methyl-6-phenyl-5H-pyrrolo[2,3-b]pyrazine-7-carboxylic acid